(1R,3S)-3-hydroxycyclopentyl (8-amino-7-fluoro-6-(8-methyl-2,3-dihydro-1H-pyrido[2,3-b][1,4]oxazin-7-yl)isoquinolin-3-yl)carbamate NC=1C(=C(C=C2C=C(N=CC12)NC(O[C@H]1C[C@H](CC1)O)=O)C1=C(C2=C(OCCN2)N=C1)C)F